2-(bicyclo[1.1.1]pentan-1-yl)-7-methyl-3-oxo-1,2,3,4,5,7-hexahydro-6H-pyrazolo[3,4-c]pyridine-6-carboxylic acid tert-butyl ester C(C)(C)(C)OC(=O)N1C(C2=C(CC1)C(N(N2)C21CC(C2)C1)=O)C